(S)-4-(4-(1-(4-(5-chloro-2-(4-chloro-1H-1,2,3-triazol-1-yl)phenyl)-5-methoxy-2-oxopyridin-1(2H)-yl)propyl)-1H-1,2,4-triazol-2-yl)benzoic acid ClC=1C=CC(=C(C1)C1=CC(N(C=C1OC)[C@@H](CC)N1CN(NC1)C1=CC=C(C(=O)O)C=C1)=O)N1N=NC(=C1)Cl